CC1(OC2=C(O1)C=CC(=C2)CCC2=NOC(=C2)C(C)=O)C 1-(3-(2-(2,2-Dimethylbenzo[d][1,3]dioxol-5-yl)ethyl)isoxazol-5-yl)ethan-1-one